(Z)-1-acetyl-3-((5-trifluoromethyl-1-benzylimidazol-4-yl)methylene)piperazine-2,5-dione C(C)(=O)N1C(/C(/NC(C1)=O)=C/C=1N=CN(C1C(F)(F)F)CC1=CC=CC=C1)=O